FC=1C(=CC=C2C(=NN(C12)C)C1C(NC(CC1)=O)=O)N1CCN(CC1)C[C@@H]1[C@@H](CNCC1)F 3-(7-fluoro-6-(4-(((3S,4R)-3-fluoropiperidin-4-yl)methyl)piperazin-1-yl)-1-methyl-1H-indazol-3-yl)piperidine-2,6-dione